(4-(4-chloro-5-(trifluoromethyl)pyrimidin-2-ylamino)phenyl)methanol 1-[4-hydroxy-6-(1-methyl-1H-pyrazol-4-yl)-3,4-dihydro-2H-quinolin-1-yl]Methyl-isoquinoline-3-carboxylate OC1CCN(C2=CC=C(C=C12)C=1C=NN(C1)C)CC1=NC(=CC2=CC=CC=C12)C(=O)OCC1=CC=C(C=C1)NC1=NC=C(C(=N1)Cl)C(F)(F)F